4-fluoro-N-(2-(2-(2-(1-hydroxyethyl)-7-methylquinoxalin-5-yl)-4-methylbenzo[d]thiazol-6-yloxy)ethyl)benzenesulfonamide FC1=CC=C(C=C1)S(=O)(=O)NCCOC1=CC2=C(N=C(S2)C2=C3N=CC(=NC3=CC(=C2)C)C(C)O)C(=C1)C